C(C)NS(=O)(=O)N1C[C@H](CC1)NC1=C2N=CN(C2=NC(=N1)N[C@H](C)C(C)(C)O)CC |o1:22| (S)-N-ethyl-3-((9-ethyl-2-(((R*)-3-hydroxy-3-methylbutan-2-yl)amino)-9H-purin-6-yl)amino)pyrrolidine-1-sulfonamide